BrC1=CC=C2C(=C(NC2=C1)C(=O)N[C@H](C(=O)N[C@H](C(=O)OC)C[C@H]1C(NCCC1)=O)CC1CC1)F methyl (2S)-2-[[(2S)-2-[(6-bromo-3-fluoro-1H-indole-2-carbonyl)amino]-3-cyclopropyl-propanoyl] amino]-3-[(3S)-2-oxo-3-piperidyl]propanoate